ClC=1C=C(C=C(C1OC=1C=C2C(=NNC2=CC1)CC)Cl)N1N=C(C(NC1=O)=O)C#N (3,5-dichloro-4-((3-ethyl-1H-indazol-5-yl)oxy)phenyl)-3,5-dioxo-2,3,4,5-tetrahydro-1,2,4-triazine-6-carbonitrile